FC=1C=C(C=C(C1COC1=CC=C(C=C1)OS(=O)(=O)F)F)C1=CC(=NC=C1)C(=O)OC methyl 4-(3,5-difluoro-4-((4-((fluorosulfonyl)oxy)phenoxy)methyl)phenyl)picolinate